Indolizin-5-one C1=CCN2C(C=CC=C12)=O